(2S,5S)-2-isopropyl-3,6-dimethoxy-5-(3-methyl-4-(4,4,5,5-tetramethyl-1,3,2-dioxaborolan-2-yl)benzyl)-2,5-dihydropyrazine C(C)(C)[C@@H]1N=C([C@@H](N=C1OC)CC1=CC(=C(C=C1)B1OC(C(O1)(C)C)(C)C)C)OC